OCC=1C(=NC=CC1)CO bis(hydroxymethyl)pyridin